COC1=NC=C(C=O)C(=C1)C=1C=NC(=NC1)C(F)(F)F 6-methoxy-4-(2-(trifluoromethyl)pyrimidin-5-yl)nicotinaldehyde